6-chloro-N-[2-(difluoromethoxy)-4-methoxy-pyrimidin-5-yl]-1H-indole-3-sulfonic acid amide ClC1=CC=C2C(=CNC2=C1)S(=O)(=O)NC=1C(=NC(=NC1)OC(F)F)OC